C/C(/C(=O)OCC)=C\C1=CC=C(C=C1)/C(=C(/CC)\C1=CC=CC=C1)/C=1C=C2C=NN(C2=CC1)C1OCCCC1 (E)-Ethyl 2-methyl-3-(4-((E)-2-phenyl-1-(1-(tetrahydro-2H-pyran-2-yl)-1H-indazol-5-yl)but-1-en-1-yl)phenyl)acrylate